3-fluoro-6-(trifluoromethyl)pyridine-2-carbonitrile FC=1C(=NC(=CC1)C(F)(F)F)C#N